C(C)N1N=C(C=C1)C=1C=C(C=C(C1)C=1C=NN(C1)C)[C@@H](C)NC(C1=C(C=CC(=C1)OC[C@H]1N(CC1)C)C)=O N-((R)-1-(3-(1-ethyl-1H-pyrazol-3-yl)-5-(1-methyl-1H-pyrazol-4-yl)phenyl)ethyl)-2-methyl-5-(((S)-1-methylazetidin-2-yl)methoxy)benzamide